N[C@@H](CCC(=O)[O-])C(=O)OC(CCCCCCC)=O.[K+].[K+].C(CCCCCCC)(=O)OC([C@@H](N)CCC(=O)[O-])=O Dipotassium Capryloyl Glutamate